C(CCCCCCCCCCCCCCCCCCCC)NC(CN)C n-heneicosyl-propylenediamine